ClC1=C(C=C(C(=O)N)C=C1)NC(=O)NCCCOC 4-chloro-3-(3-(3-methoxypropyl)ureido)benzamide